C[Si](O[Si](O[Si](C)(C)C)(CCCN)C)(C)C 1,1,1,3,5,5,5-heptamethyl-3-(aminopropyl)-trisiloxane